(1R,4R)-4-((4-(morpholinomethyl)-6-((5-(3-phenyl-1,2,4-oxadiazol-5-yl)thiazol-2-yl)amino)pyridin-2-yl)amino)cyclohexan-1-ol O1CCN(CC1)CC1=CC(=NC(=C1)NC=1SC(=CN1)C1=NC(=NO1)C1=CC=CC=C1)NC1CCC(CC1)O